C(C1=CC=CC=C1)N1CCC(CC1)B(O)O 1-BENZYL-PIPERIDINE-4-BORONIC ACID